piperidin-1-ium bromide [Br-].[NH2+]1CCCCC1